ClC=1C=C2C(=C(C(N(C2=CC1)C)=O)C(=O)N)N1CCC(CC1)(O)[C@@H](C1=CC=CC=C1)C1=NC=C(C=C1)Cl 6-chloro-4-[4-[(S)-(5-chloro-2-pyridyl)-phenyl-methyl]-4-hydroxy-1-piperidyl]-1-methyl-2-oxo-quinoline-3-carboxamide